1-azido-5-chloropentane N(=[N+]=[N-])CCCCCCl